1-ethyl-3-methylimidazole bis(pentafluoroethylsulfonyl)imide salt [N-](S(=O)(=O)C(F)(F)C(F)(F)F)S(=O)(=O)C(F)(F)C(F)(F)F.C(C)N1CN(C=C1)C